(trans)-2-phenylethene-1-sulfonic acid difluoromethyl ester FC(F)OS(=O)(=O)\C=C\C1=CC=CC=C1